6-(3-(trifluoromethyl)benzylamino)-9-β-D-arabinofuranosylpurine FC(C=1C=C(CNC2=C3N=CN(C3=NC=N2)[C@H]2[C@@H](O)[C@H](O)[C@H](O2)CO)C=CC1)(F)F